C([C@@H]1[C@@H]([C@@H]([C@H]([C@H](O1)OC[C@@H]2[C@@H]([C@@H]([C@H]([C@H](O2)OC[C@@H]3[C@H]([C@@H]([C@H]([C@H](O3)O[C@]4([C@H]([C@@H]([C@H](O4)CO)O)O)CO)O)O)O)O)O)O)O)O)O)O The molecule is a tetrasaccharide consisting of sucrose having an alpha-D-galactosyl-(1->6)-alpha-D-galactosyl moiety attached at the 6-position of the glucose. It has a role as a plant metabolite and a mouse metabolite. It is a raffinose family oligosaccharide and a tetrasaccharide. It derives from a sucrose and a raffinose.